C(C)(C)(C)OC(=O)NCCC(C(C(=O)OCC1=CC=CC=C1)N1C(C2=CC=CC=C2C1=O)=O)(C)C Benzyl 5-((tert-butoxycarbonyl)amino)-2-(1,3-dioxoisoindolin-2-yl)-3,3-dimethylpentanoate